4-bromo-2-(4-chloro-2-fluorophenyl)benzo[d][1,3]dioxole BrC1=CC=CC=2OC(OC21)C2=C(C=C(C=C2)Cl)F